2-[2-(difluoromethyl)-6-fluoro-4-methylphenyl]-6-ethoxy-2,5-dihydro-4H-pyrazolo[3,4-d]pyrimidin-4-one FC(C1=C(C(=CC(=C1)C)F)N1N=C2N=C(NC(C2=C1)=O)OCC)F